ClC=1C=C2C(=CC(=NC2=CC1)C(C(F)(F)F)(F)F)NCC1(CN(C1)S(=O)(=O)N)C1=CC=C(C=C1)F 3-(((6-Chloro-2-(perfluoroethyl)quinolin-4-yl)amino)methyl)-3-(4-fluorophenyl)azetidine-1-sulfonamide